1-(3-aminopropyl)-N1-methylpropan-1,3-diamine NCCCC(CCN)NC